Cl.FC1(C[C@]12CNCC2)F (r)-1,1-difluoro-5-azaspiro[2.4]heptane hydrochloride